(R)-3-(3-((tert-butyldimethylsilyl)oxy)-2-methylpropoxy)-2',5,5'-trimethyl-4-nitro-2'H-1,3'-bipyrazole [Si](C)(C)(C(C)(C)C)OC[C@@H](COC1=NN(C(=C1[N+](=O)[O-])C)C=1N(N=C(C1)C)C)C